C(C)(C)(C)C=1C=C(C=C(C1)C(C)(C)C)N1C(=NC2=C1C=CC(=C2)C(=O)OC)C(F)(F)F methyl 1-(3,5-di-tert-butylphenyl)-2-(trifluoromethyl)-1H-1,3-benzodiazole-5-carboxylate